ClC=1C=CC2=C(NC(=N2)C2(CCC2)C=2N=C3CCCN(C3=CC2)C2=NC(=NC=C2)C)C1 6-[1-(6-chloro-1H-benzimidazol-2-yl)cyclobutyl]-1-(2-methylpyrimidin-4-yl)-1,2,3,4-tetrahydro-1,5-naphthyridine